C(C1=CC=CC=C1)OC1=C(C(=O)OCC2=CC=CC=C2)C=CC(=C1)N(C(=O)[C@@H]1N(CCC1)S(=O)(=O)C1=C(C=C(C=C1F)F)F)CC1=CC=C(C=C1)C1CCCCC1 benzyl (R)-2-(benzyloxy)-4-(N-(4-cyclohexylbenzyl)-1-((2,4,6-trifluorophenyl)sulfonyl)pyrrolidine-2-carboxamido)benzoate